[Cl-].C(CCCCCCCCCCCCCCCCC)[NH2+]CC=C(C)C octadecyl-dimethylallylammonium chloride